The molecule is conjugate acid of (-)-ephedrine. It is a conjugate acid of a (-)-ephedrine. It is an enantiomer of a (1S,2R)-ephedrine(1+). C[C@@H]([C@@H](C1=CC=CC=C1)O)[NH2+]C